5-(3-(4-(5-(trifluoromethyl)-1,3,4-oxadiazol-2-yl)piperidin-1-yl)-4,5-dihydroisoxazol-5-yl)pyrimidin-2-amine FC(C1=NN=C(O1)C1CCN(CC1)C1=NOC(C1)C=1C=NC(=NC1)N)(F)F